(4-(6-bromo-3,4-dihydroisoquinolin-2(1H)-yl)cyclohexyl)carbamic acid tert-butyl ester C(C)(C)(C)OC(NC1CCC(CC1)N1CC2=CC=C(C=C2CC1)Br)=O